BrC=1C(=CC(=C(C=O)C1)[N+](=O)[O-])F 5-bromo-4-fluoro-2-nitro-benzaldehyde